(E)-3-(1-(3,5-bis(trifluoromethyl) benzyl)-5-bromo-1H-indol-3-yl)-2-cyanoacrylate FC(C=1C=C(CN2C=C(C3=CC(=CC=C23)Br)/C=C(/C(=O)[O-])\C#N)C=C(C1)C(F)(F)F)(F)F